ClC1=C(C(=O)N[C@H](C(=O)O)CC=2C=CC(=C3C=CC=NC23)C2=C(C(=CC=C2)F)OC)C(=CC=C1)Cl (S)-2-(2,6-dichlorobenzoylamino)-3-(5-(3-fluoro-2-methoxyphenyl)quinolin-8-yl)propionic acid